CN(C)C trimethylamine-D9